OC1CN(C1)C1=CC(=NC=N1)NC1=NNC2=CC(=CC=C12)N1C(C2(C3=CC(=CC=C13)OC)CC2)=O 3-[[6-(3-hydroxyazetidin-1-yl)pyrimidin-4-yl]amino]-1H-indazol-6-yl-5'-methoxy-1'H-spiro[cyclopropane-1,3'-indol]-2'-one